N1(CCC1)CC1(CC1)NC(=O)C1(CCC1)C1=CC=C(C=C1)C N-(1-(azetidin-1-ylmethyl)cyclopropyl)-1-(p-tolyl)cyclobutane-1-carboxamide